2,2-dimethyl-4-(3-methyl-2-oxo-1,3-benzoxazol-6-yl)-5-oxo-piperazine-1-carboxylic acid tert-butyl ester C(C)(C)(C)OC(=O)N1C(CN(C(C1)=O)C1=CC2=C(N(C(O2)=O)C)C=C1)(C)C